tert-Butyl (2-(4-bromophenoxy)ethyl)carbamate BrC1=CC=C(OCCNC(OC(C)(C)C)=O)C=C1